3-amino-6-(4-chlorophenyl)-5-phenylpyrazine-2-carbonitrile NC=1C(=NC(=C(N1)C1=CC=CC=C1)C1=CC=C(C=C1)Cl)C#N